acryloyl-amino-2,2,6,6-tetramethylpiperidine C(C=C)(=O)C1C(N(C(CC1)(C)C)N)(C)C